N-(3-(2-((2-methoxyphenyl)amino)-7-oxo-5-((triisopropylsilyl)ethynyl)pyrido[2,3-d]pyrimidin-8(7H)-yl)phenyl)acetamide COC1=C(C=CC=C1)NC=1N=CC2=C(N1)N(C(C=C2C#C[Si](C(C)C)(C(C)C)C(C)C)=O)C=2C=C(C=CC2)NC(C)=O